BrC=1N=CC(=NC1)\C(\C)=N/[S@](=O)C(C)(C)C (R,Z)-N-(1-(5-bromopyrazin-2-yl)ethylidene)-2-methylpropane-2-sulfinamide